C[C@H](CCCS(=O)(=O)O)[C@H]1CC[C@@H]2[C@@]1(CC[C@H]3[C@H]2[C@@H](C[C@H]4[C@@]3(CC[C@H](C4)O)C)O)C The molecule is a synthetic cholanoid that is a sulfonic acid analogue of chenodeoxycholic acid. It is an alkanesulfonic acid, a cholanoid, a 3alpha-hydroxy steroid and a 7alpha-hydroxy steroid. It is a conjugate acid of a 3alpha,7alpha-dihydroxy-5beta-cholane-24-sulfonate.